NCCN(CCN)CCN tris(2-aminoethyl)amine